6-(6-oxa-3-azabicyclo[3.1.1]heptan-3-yl)cinnolin-4-amine C12CN(CC(O1)C2)C=2C=C1C(=CN=NC1=CC2)N